7-(3-(2-methoxyphenyl)-7,8-dihydro-1,6-naphthyridin-6(5H)-yl)-8,9-dimethyl-4H-pyrimido[1,2-b]pyridazin-4-one COC1=C(C=CC=C1)C=1C=NC=2CCN(CC2C1)C=1C(=C(C=2N(N1)C(C=CN2)=O)C)C